N1C(=NC=C1)CCNC(C(=C)C)=O N-(2-imidazolylethyl)methacrylamide